(S)-4-(tert-Butoxycarbonyl)-1,4-oxazepan-2-methanol C(C)(C)(C)OC(=O)N1C[C@H](OCCC1)CO